NC=1C=C2C(=NNC2=C(C1C(=O)C1=C(C=CC(=C1)F)Cl)Br)I (5-amino-7-bromo-3-iodo-1H-indazol-6-yl)(2-chloro-5-fluorophenyl)methanone